N-(1-(cyanomethyl)cyclopropyl)-5-(4-((3-ethyl-9-fluoro-2-oxo-2,3-dihydro-1H-pyrimido[4,5,6-de]quinazolin-8-yl)methyl)piperazin-1-yl)-6-methylpicolinamide C(#N)CC1(CC1)NC(C1=NC(=C(C=C1)N1CCN(CC1)CC1=CC=2C3=C(N(C(NC3=C1F)=O)CC)N=CN2)C)=O